tert-butyl 4-(5,6-dimethylpyrimidin-4-yl)piperazine-1-carboxylate CC=1C(=NC=NC1C)N1CCN(CC1)C(=O)OC(C)(C)C